O[B-]1(C2CC2C2=CC=C(C(=C2O1)C(=O)O)OC1CN(C1)C([C@@H](N)CO)=O)O 5,5-dihydroxy-9-(1-serylazetidin-3-yl)oxy-6-oxa-5-boranuidatricyclo[5.4.0.02,4]undeca-1(11),7,9-triene-8-carboxylic acid